FC1=C(C(=CC=C1)F)C1=CC(=CC2=C1C(=NO2)N2C(N1C(=C2)C([C@@H](C1)NS(=O)(=O)CC)(F)F)=O)F N-{(6R)-2-[4-(2,6-Difluorophenyl)-6-fluoro-1,2-benzoxazol-3-yl]-7,7-difluoro-3-oxo-2,5,6,7-tetrahydro-3H-pyrrolo[1,2-c]imidazol-6-yl}ethanesulfonamide